1-(2-aminophenyl)-N-[4-(2,4-dioxo-1,2,3,4-tetrahydronaphtho[1,2-b][1,4]diazepine-5-yl)phenyl]phenyl-N-methylmethanesulfonamide NC1=C(C=CC=C1)C1(CC=CC=C1)CS(=O)(=O)N(C)C1=CC=C(C=C1)N1C2=C(NC(CC1=O)=O)C1=CC=CC=C1C=C2